3,3'-Heptamethylenebis(5-amino-1,2,4-triazole) NC1=NC(=NN1)CCCCCCCC1=NNC(=N1)N